N-((3-((5-((3S,4S)-4-amino-3-methyl-2-oxa-8-azaspiro[4.5]decan-8-yl)pyrazin-2-yl)thio)-2-chlorophenyl)carbamoyl)-6-methoxypyridine-3-sulfonamide N[C@@H]1[C@@H](OCC12CCN(CC2)C=2N=CC(=NC2)SC=2C(=C(C=CC2)NC(=O)NS(=O)(=O)C=2C=NC(=CC2)OC)Cl)C